2-[1-(4,4-dimethyl-1-cyclopenten-1-yl)ethoxy]-2-methylpropyl (2R)-2-hydroxypropanoate O[C@@H](C(=O)OCC(C)(C)OC(C)C1=CCC(C1)(C)C)C